methylparaben (methyl p-hydroxybenzoate) CC1=C(C(=O)O)C=CC(=C1)O.COC(=O)C1=CC=C(O)C=C1